3-(7-methyl-2,7-diazaspiro[3.5]nonan-2-yl)-1,2,4-triazin CN1CCC2(CN(C2)C=2N=NC=CN2)CC1